6-[[4-[[(1S)-2-hydroxy-1-phenyl-ethyl]amino]-5-[3-(trifluoromethyl)-1,2,4-oxadiazol-5-yl]pyrimidin-2-yl]amino]-1,1-dioxo-3,4-dihydro-2H-thiochromen-4-ol OC[C@H](C1=CC=CC=C1)NC1=NC(=NC=C1C1=NC(=NO1)C(F)(F)F)NC=1C=C2C(CCS(C2=CC1)(=O)=O)O